(4-(3-(2-fluorophenyl)-1-methyl-1H-pyrazol-4-yl)-7-methoxypyrido[3,2-d]pyrimidin-6-yl)-3-methyl-3-azabicyclo[3.1.0]hexane-1-carboxamide FC1=C(C=CC=C1)C1=NN(C=C1C=1C2=C(N=CN1)C=C(C(=N2)C2C1(CC1CN2C)C(=O)N)OC)C